4-bromo-7-nitrothieno[3,2-d]pyrimidine BrC=1C2=C(N=CN1)C(=CS2)[N+](=O)[O-]